7-(Difluoro-methoxy)-8-[1-(2-methoxyethyl)-1H-indol-4-yl]-1,4,4,9-tetramethyl-5H-[1,2,4]triazolo[4,3-a]quinoxaline FC(OC=1C=C2NC(C=3N(C2=C(C1C1=C2C=CN(C2=CC=C1)CCOC)C)C(=NN3)C)(C)C)F